3-(5-methyl-1,3-thiazol-2-yl)-5-[(3R)-tetrahydro-furan-3-yloxy]benzoic acid methyl ester COC(C1=CC(=CC(=C1)O[C@H]1COCC1)C=1SC(=CN1)C)=O